NC1=C(C=C2C=C(C=NC2=N1)C(=O)N(CC=1N=NC(=CC1)C(F)(F)F)C(C)C=1N=CSC1)Br 7-amino-6-bromo-N-(1-(thiazol-4-yl)ethyl)-N-((6-(trifluoromethyl)pyridazin-3-yl)methyl)-1,8-naphthyridine-3-carboxamide